BrC1=NN(C(=C1)C(=O)[O-])COCC[Si](C)(C)C 3-bromo-1-{[2-(trimethylsilyl) ethoxy]Methyl}-1H-pyrazole-5-carboxylate